(1H-pyrazol-4-yloxy)-5-(2,5-dimethyl-1,2,3,4-tetrahydroisoquinolin-7-yl)pyrazin-2-amine N1N=CC(=C1)OC=1C(=NC=C(N1)C1=CC(=C2CCN(CC2=C1)C)C)N